C(C=C)(=O)N1[C@H](CN(CC1)C1=NC(=NC=2C[C@@]3(CCC12)C(=C(C1=CC=CC=C13)C)F)OC[C@]1(N(CCC1)C)C)CC#N 2-((S)-1-acryloyl-4-((R)-2'-(((S)-1,2-dimethylpyrrolidin-2-yl)methoxy)-2-fluoro-3-methyl-5',8'-dihydro-6'H-spiro[indene-1,7'-quinazolin]-4'-yl)piperazin-2-yl)acetonitrile